tetracosa-19,22-dienic acid C(CCCCCCCCCCCCCCCCCC=CCC=CC)(=O)O